OC=1C=C2NC=C(C[C@H](N)C(=O)O)C2=CC1 (S)-6-hydroxy-tryptophan